(2S,4r)-1-[(2S)-3,3-dimethyl-2-[4-[(thiazol-2-ylamino)methyl]triazol-1-yl]butyryl]-4-hydroxy-N-methyl-pyrrolidine-2-carboxamide CC([C@@H](C(=O)N1[C@@H](C[C@H](C1)O)C(=O)NC)N1N=NC(=C1)CNC=1SC=CN1)(C)C